C(C1=CC=CC=C1)OC(=O)NC1CN(CCC1)C(=O)N(C1=NC=CC2=CC=CC(=C12)C)[C@H]1CN(CCC1)C(=O)OC(C)(C)C tert-butyl (3R)-3-(3-(((benzyloxy) carbonyl)amino)-N-(8-methylisoquinolin-1-yl)piperidine-1-carboxamido)piperidine-1-carboxylate